5-Methyl-6-[(pyrrolidin-1-yl)methyl]-N-{2-[1-(trifluoromethyl)-1H-pyrazol-4-yl]-[1,3]thiazolo[5,4-c]pyridin-6-yl}pyridin-2-amine CC=1C=CC(=NC1CN1CCCC1)NC1=CC2=C(C=N1)SC(=N2)C=2C=NN(C2)C(F)(F)F